4-(2-hydroxyethyl)-3-methyl-5-oxopyrrolidine-2-carboxylic acid OCCC1C(C(NC1=O)C(=O)O)C